ClC1=CC=C(C=C1)CNC(=O)C=1C(=NC(=CC1C)N1[C@H](COCC1)COC)SCC N-[(4-Chlorophenyl)-methyl]-2-ethylsulfanyl-6-[(3S)-3-(methoxymethyl)-morpholin-4-yl]-4-methyl-pyridine-3-carboxylic acid amide